C1(C=CC=C1)[SiH](Cl)C1=CC=CC=C1 cyclopentadienyl-phenylchlorosilane